6-(azetidin-2-ylmethoxy)-2-[[2-[2-oxo-3-(3-oxo-4H-pyrido[3,2-b][1,4]oxazin-6-yl)-1,3-oxazolidin-5-yl]ethylamino]methyl]-2,3-dihydro-1H-indene-4-carbonitrile N1C(CC1)COC=1C=C(C=2CC(CC2C1)CNCCC1CN(C(O1)=O)C=1C=CC=2OCC(NC2N1)=O)C#N